COC1=CC=C(C=C1)N1N=C(C2=C1C(N(CC2)C2CCN(CC2)N2C(COCC2)=O)=O)C(=O)N 1-(4-methoxyphenyl)-7-oxo-6-(1-(3-oxomorpholino)piperidin-4-yl)-4,5,6,7-tetrahydro-1H-pyrazolo[3,4-c]pyridine-3-carboxamide